CC1=C(OC2=C(C=C(C=C2C1=O)C)C(C)NC=1C(=NC=CC1)C=1C=C(C(=C(C=O)C1)B1OC(C(O1)(C)C)(C)C)F)N1CCCCC1 5-(3-((1-(3,6-dimethyl-4-oxo-2-(piperidin-1-yl)-4H-chromen-8-yl)ethyl)amino)pyridin-2-yl)-3-fluoro-2-(4,4,5,5-tetramethyl-1,3,2-dioxaborolan-2-yl)benzaldehyde